ethyl (2R,8S)-8-((tert-butyldiphenylsilyl)oxy)-2-hydroxy-2-(trifluoromethyl)nonanoate [Si](C1=CC=CC=C1)(C1=CC=CC=C1)(C(C)(C)C)O[C@H](CCCCC[C@@](C(=O)OCC)(C(F)(F)F)O)C